CC(CC(=O)OCCCCCCBr)CCCC(C)C 6-bromohexyl 3,7-dimethyloctanoate